ethylene monooxide C1CO1